trans-N-styryl-amide C(=C\C1=CC=CC=C1)/[NH-]